[1,3,2]dioxazole O1NOC=C1